5-(bromomethyl)-2-methylthiazole BrCC1=CN=C(S1)C